O1C(=NC2=C1C=CC=C2)C=2SC(=CC2)C=2OC1=C(N2)C=CC=C1 2,5-bis(benzoxazole-2-yl)thiophene